6-hydroxy-2-methyl-6-(4-methylphenyl)-2-hepten-4-one OC(CC(C=C(C)C)=O)(C)C1=CC=C(C=C1)C